(1S,2S)-2-((4-chlorobenzyl)amino)cyclohexan-1-ol ClC1=CC=C(CN[C@@H]2[C@H](CCCC2)O)C=C1